4-[3-(cyclobutyloxy)-6-nitro-2-(trifluoromethyl)phenyl]-1H-pyrazole C1(CCC1)OC=1C(=C(C(=CC1)[N+](=O)[O-])C=1C=NNC1)C(F)(F)F